NC1=C(C(=O)O)C=C(C(=C1I)C=1SC=C(C1)Cl)C(F)(F)F 2-amino-4-(4-chlorothien-2-yl)-3-iodo-5-(trifluoromethyl)benzoic acid